8-(piperidin-4-yl)isoquinoline N1CCC(CC1)C=1C=CC=C2C=CN=CC12